S(=O)(=O)(O)O.N[C@@H](CCCNC(N)=N)C(=O)O arginine sulfate salt